Rac-5-(azepan-4-yl)-5-azaspiro[2.5]octane hydrochloride Cl.N1CC[C@@H](CCC1)N1CC2(CC2)CCC1 |r|